tert-butyl 4-(2-ethoxy-2-oxoethyl)piperidine-1-carboxylate C(C)OC(CC1CCN(CC1)C(=O)OC(C)(C)C)=O